C(C)(C)NC(O[C@H]1C[C@H](CC1)C1=CC(=NN1)NC1=NN(C(C=C1)=O)C)=O (1R,3S)-3-(3-((1-methyl-6-oxo-1,6-dihydropyridazin-3-yl)amino)-1H-pyrazol-5-yl)cyclopentyl isopropylcarbamate